FC1=C2C=C(N=CC2=C(C=C1)N1[C@@H]([C@H](C1)CS(=O)(=O)C)C)NC1=NC(=NC=C1)N1C[C@H]([C@H](CC1)OCCOC)F 5-fluoro-N-{2-[(3R,4S)-3-fluoro-4-(2-methoxyethoxy)piperidin-1-yl]pyrimidin-4-yl}-8-[(2R,3S)-3-(methanesulfonyl-methyl)-2-methylazetidin-1-yl]isoquinolin-3-amine